2-cyanoethyl (5-(dimethoxyphosphoryl) pentyl) diisopropylphosphoramidite C(C)(C)N(P(OCCC#N)OCCCCCP(=O)(OC)OC)C(C)C